ClC=1C=C(C=C(C1)Cl)C=1OC2=C(N1)C=CC(=C2)C(=O)O[C@@H]2CCN1CCC[C@H]21 (trans)-hexahydro-1H-pyrrolizin-1-yl 2-(3,5-dichlorophenyl)benzo[d]oxazole-6-carboxylate